3-(5-(difluoromethyl)-6-oxo-1-(tetrahydro-2H-pyran-2-yl)-1,6-dihydropyridazin-4-yl)propyl acetate C(C)(=O)OCCCC=1C=NN(C(C1C(F)F)=O)C1OCCCC1